C1(CC1)COC1=C(C=CC(=C1)I)OC(F)F 2-(cyclopropylmethoxy)-1-(difluoromethoxy)-4-iodobenzene